(S)-2-(4-(6-(3,5-dimethylisoxazol-4-yl)-4-(3-phenylmorpholino)quinazolin-2-yl)-1H-pyrazol-1-yl)-N-methylacetamide CC1=NOC(=C1C=1C=C2C(=NC(=NC2=CC1)C=1C=NN(C1)CC(=O)NC)N1[C@H](COCC1)C1=CC=CC=C1)C